4,4,4-trifluoro-N-(3-(imidazo[4,5-d]pyrrolo[2,3-b]pyridin-1(6H)-yl)bicyclo[1.1.1]pentan-1-yl)butanamide FC(CCC(=O)NC12CC(C1)(C2)N2C=NC=1C2=C2C(=NC1)NC=C2)(F)F